4-oxo-1-(2-(tetrahydro-1H-furo[3,4-c]pyrrol-5(3H)-yl)benzo[d]oxazol-6-yl)-1,4-dihydropyridine-3-carboxylic acid O=C1C(=CN(C=C1)C1=CC2=C(N=C(O2)N2CC3C(C2)COC3)C=C1)C(=O)O